ClC=1C=C2C(C=C(OC2=C(C1O)C1=CC=NN1C)C1=CC=CC=C1)=O 6-Chloro-7-hydroxy-8-(1-methyl-1H-pyrazol-5-yl)-2-phenyl-4H-chromen-4-one